4-nitro-1-benzene-diazonium tetrafluoroborate F[B-](F)(F)F.[N+](=O)([O-])C1=CC=C(C=C1)[N+]#N